((tert-butyldimethylsilyl)oxy)aniline [Si](C)(C)(C(C)(C)C)ONC1=CC=CC=C1